CC(C)N1C2=CC=CC=C2C(=C1/C=C/[C@@H](C[C@@H](CC(=O)O)O)O)C3=CC=C(C=C3)F The molecule is a racemate comprising equimolar amounts of (3R,5S)- and (3S,5R)-fluvastatin. An HMG-CoA reductase inhibitor, it is used (often as the corresponding sodium salt) to reduce triglycerides and LDL-cholesterol, and increase HDL-chloesterol, in the treatment of hyperlipidaemia. It has a role as an EC 3.4.24.83 (anthrax lethal factor endopeptidase) inhibitor and an anticholesteremic drug. It is a racemate and a statin (synthetic). It contains a (3S,5R)-fluvastatin and a (3R,5S)-fluvastatin.